S1C(=NC2=C1C=CC=C2)COC2=CC=CC(=N2)C=2CCN(CC2)CC2=NC1=C(N2C[C@H]2OCC2)C=C(C=C1)C(=O)O (S)-2-((6-(benzo[d]thiazol-2-ylmethoxy)-3',6'-dihydro-[2,4'-bipyridin]-1'(2'H)-yl)methyl)-1-(oxetan-2-ylmethyl)-1H-benzo[d]imidazole-6-carboxylic acid